4-(5-(3-(4-Fluoro-3-methylphenyl)-1H-pyrazol-1-yl)-2-(morpholinomethyl)-thieno[3,2-b]pyridin-7-yl)morpholine FC1=C(C=C(C=C1)C1=NN(C=C1)C1=CC(=C2C(=N1)C=C(S2)CN2CCOCC2)N2CCOCC2)C